OC1=CC(=C(C=C1)/C=C/C(=O)C1=CC=C(C=C1)OC)OC (2E)-3-(4-hydroxy-2-methoxyphenyl)-1-(4-methoxyphenyl)-2-propen-1-one